COC(C(CN1N=CN=C1)(O)C1=C(C=C(C=C1)OC1=CC=C(C=C1)Cl)C(F)(F)F)=O 2-[4-(4-chlorophenoxy)-2-(trifluoromethyl)phenyl]-2-hydroxy-3-(1,2,4-triazol-1-yl)propanoic acid methyl ester